C1(=CC=CC=C1)C=1OC2=C(C1)C=C(C=C2)CN2[C@@H](CC2)C(=O)N (S)-1-((2-phenylbenzofuran-5-yl)methyl)azetidine-2-carboxamide